[Na+].OCCN(C(CS(=O)(=O)[O-])C)CCO N,N-bis(2-hydroxyethyl)-2-aminopropanesulfonic acid sodium salt